5-(1,3,4-Thiadiazol-2-yl)isoindoline-2-carboxylic acid tert-butyl ester C(C)(C)(C)OC(=O)N1CC2=CC=C(C=C2C1)C=1SC=NN1